C(C)(C)(C)OC(=O)N1CCCC2=CC=C(N=C12)CCCCNCCOCC(F)F.C[Si](C)(C)C#CC=1C(=CSC1)OCC1=CC=NC=C1 4-({4-[(trimethylsilyl)ethynyl]thiophen-3-yloxy}methyl)pyridine tert-butyl-7-(4-((2-(2,2-difluoroethoxy)ethyl)amino)butyl)-3,4-dihydro-1,8-naphthyridine-1(2H)-carboxylate